[(3S)-3-(2-methyl-1,3-thiazol-4-yl)-1,2-oxazolidin-2-yl]-[1-[6-(2-methyl-1,2,4-triazol-3-yl)pyrimidin-4-yl]piperidin-4-yl]methanone CC=1SC=C(N1)[C@H]1N(OCC1)C(=O)C1CCN(CC1)C1=NC=NC(=C1)C=1N(N=CN1)C